BrC=1C=CC=C2CN(C(C12)=O)CC(=O)OCC ethyl 2-(7-bromo-1-oxo-isoindolin-2-yl)acetate